N[C@](C(=O)OC(C)C)(CC(C)(C)C)C1=CC=C(C=C1)C=1N=NN(C1)C1CC1 Isopropyl (R)-2-amino-2-(4-(1-cyclopropyl-1H-1,2,3-triazol-4-yl)phenyl)-4,4-dimethylpentanoate